CN1C[C@H](N(C2=C(C=CC=C12)C)S(=O)(=O)C1=C(C=C(C=C1)N1C=NC(=C1)C)C)C (3R)-1,3,5-trimethyl-4-[2-methyl-4-(4-methylimidazol-1-yl)phenyl]sulfonyl-3H-quinoxalin